OC(C(=O)OC[C@@H]1C[C@H]2N(CCC3=CC(=C(C=C23)OC)OC)C[C@H]1CC(C)C)(C)C [(2R,3S,11bR)-9,10-dimethoxy-3-(2-methylpropyl)-1H,2H,3H,4H,6H,7H,11bH-pyrido[2,1-a]isoquinolin-2-yl]methyl 2-hydroxy-2-methylpropanoate